C(C=CCC)(=O)O 10Z,14E,16Z,19Z-pentaenoic acid